{4-[4-(morpholin-4-yl)-7H-pyrrolo[2,3-d]pyrimidin-6-yl]phenyl}-[1,4'-bipiperidine]-4-carboxamide N1(CCOCC1)C=1C2=C(N=CN1)NC(=C2)C2=CC=C(C=C2)C2N(CCC(C2)C(=O)N)C2CCNCC2